(3S,4S)-1-(4-(((R)-1,5-bis(hexylamino)-1,5-dioxopentan-2-yl)carbamoyl)benzoyl)-N3,N4-bis((1S,2R)-2-phenylcyclopropyl)pyrrolidine-3,4-dicarboxamide C(CCCCC)NC([C@@H](CCC(=O)NCCCCCC)NC(=O)C1=CC=C(C(=O)N2C[C@H]([C@@H](C2)C(=O)N[C@@H]2[C@H](C2)C2=CC=CC=C2)C(=O)N[C@@H]2[C@H](C2)C2=CC=CC=C2)C=C1)=O